C(CCC)C1=C(C(=C(C(=N1)O)S(=O)(=O)C1=CC=C(C=C1)C=1C(=CC=CC1)C(=O)NC)O)N(C)C1=CC(=CC=C1)C#N 4'-((6-butyl-5-((3-cyanophenyl)(methyl)amino)-2,4-dihydroxypyridin-3-yl)sulfonyl)-N-methyl-[1,1'-biphenyl]-2-carboxamide